C(C=C(C)C)(=O)OC1(C(C(OC2=CC=CC(=C12)C)=O)OC)OC 4-senecioyloxy-methyl-3,4-dimethoxycoumarin